methylnicotine benzoate C(C1=CC=CC=C1)(=O)O.CC1=NC=C(C=C1)C1N(C)CCC1